Methyl 2-(4-bromo-2-(methylsulfonyl) benzyl)-1-(2-methoxyethyl)-1H-benzo[d]imidazole-6-carboxylate BrC1=CC(=C(CC2=NC3=C(N2CCOC)C=C(C=C3)C(=O)OC)C=C1)S(=O)(=O)C